((3-(4-chloro-3,5-difluorobenzyl)-1,2,4-oxadiazol-5-yl)methyl)acrylic acid ClC1=C(C=C(CC2=NOC(=N2)CC(C(=O)O)=C)C=C1F)F